NCCCC1=CN=C(N1)NC1=NC2=CC=CC=C2C(=N1)C N-(5-(3-aminopropyl)-1H-imidazol-2-yl)-4-methylquinazolin-2-amine